OC=1C(=C(C=CC1)C1=CC=2C(=CN=C(C2)C2(CC2)C(=O)N)N1C)C [2-(3-hydroxy-2-methylphenyl)-1-methylpyrrolo[2,3-c]pyridin-5-yl]cyclopropanecarboxamide